N[C@@H]1[C@@H](OCC12CCN(CC2)C=2N=CC(=NC2)SC2=C(C(=NC=C2)NC(=O)NS(=O)(=O)C2=CC=CC=C2)F)C N-((4-((5-((3S,4S)-4-amino-3-methyl-2-oxa-8-azaspiro[4.5]decan-8-yl)pyrazin-2-yl)thio)-3-fluoropyridin-2-yl)carbamoyl)benzene-sulfonamide